5-amino-7-(3-cyanophenyl)-N-ethyl-8-(1-ethyl-1H-pyrazol-5-yl)imidazo[1,2-c]pyrimidine-2-carboxamide NC1=NC(=C(C=2N1C=C(N2)C(=O)NCC)C2=CC=NN2CC)C2=CC(=CC=C2)C#N